[Cu].[Pb].[Ag].[Sn] tin-silver-lead-copper